S-[[4-[1-methyl-4-(trifluoromethyl)imidazol-2-yl]phenyl]methyl]ethanethioate CN1C(=NC(=C1)C(F)(F)F)C1=CC=C(C=C1)CS=C(C)[O-]